C(C)O[C@@]([C@](C=O)(O)OC)(O)[C@@](O)([C@@H](O)C)OC 3-ethoxy-2,4-dimethoxyrhamnose